OCC=1C=NN(C1)C1(CCN(CC1)C(=O)OC(C)(C)C)C tert-Butyl 4-[4-(hydroxymethyl)pyrazol-1-yl]-4-methyl-piperidine-1-carboxylate